N-(2,3-dihydro-1H-inden-2-yl)-3-(4-(2-hydroxyethyl)piperidine-1-carboxamido)pyrazine-2-carboxamide C1C(CC2=CC=CC=C12)NC(=O)C1=NC=CN=C1NC(=O)N1CCC(CC1)CCO